(R)-N-((1-(6-((4-(5,6-dihydro-4H-pyrrolo[1,2-b]pyrazol-3-yl)pyridine-2-yl)amino)-3-methylpyridine-2-carbonyl)-5,5-difluoropiperidin-2-yl)methyl)acetamide N=1N2C(=C(C1)C1=CC(=NC=C1)NC1=CC=C(C(=N1)C(=O)N1[C@H](CCC(C1)(F)F)CNC(C)=O)C)CCC2